1,1'-(1,4-phenylene)bis(N-(3-(triethoxysilyl)propyl)methaneimine) C1(=CC=C(C=C1)C=NCCC[Si](OCC)(OCC)OCC)C=NCCC[Si](OCC)(OCC)OCC